C(C)(=O)NC1=CC=C(S1)C1N(CC(CC1)C)C(C(=O)NC=1C=C(C=NC1)C(=O)N)=O 5-[[2-[2-(5-acetamido-2-thienyl)-5-methyl-1-piperidyl]-2-oxo-acetyl]amino]pyridine-3-carboxamide